ClC1=CC=C(CN2CC(CCC2)C2=CC=NC=3N2N=C(C3CN3CCC(CC3)C(=O)N)C)C=C1 1-((7-(1-(4-Chlorobenzyl)piperidin-3-yl)-2-methylpyrazolo[1,5-a]pyrimidin-3-yl)methyl)piperidine-4-carboxamide